CC1C=C2CCCCCCCCCCC(CC1)O2 14-methyl-17-oxabicyclo[10.4.1]-heptadec-12-ene